CS(=O)(=O)[O-].C(CC)[N+]1(CCCCC1)C 1-Propyl-1-Methylpiperidinium methansulfonat